2,2'-dihydroxy-3,3'-dimethylbiphenyl OC1=C(C=CC=C1C)C1=C(C(=CC=C1)C)O